N-methacryloyl-l-glutamic acid C(C(=C)C)(=O)N[C@@H](CCC(=O)O)C(=O)O